C(C=C)(=O)O[Zn]OC(C(=C)C)=O acryloyloxymethacryloyloxyzinc